C(C=C)C=1C=C(C=CC1O)C1=C(C(=CC(=C1)CC=C)NC([C@H](CCSC)N)=O)O 3',5-diallyl-3-[(S)-2-amino-4-methylsulfanyl-1-butanoyl]amino-2,4'-dihydroxy-1,1'-biphenyl